C(C)NC(NC=1OC(=CN1)CN1CCN(CC1)C=1C=CC(=NC1)C(=O)NC)=O 5-(4-((2-(3-ethylureido)oxazol-5-yl)methyl)piperazin-1-yl)-N-methylpicolinamide